C(CC)N1CCC[C@@H]2CC3=C(C[C@@H]12)C=CC(=C3)O[Si](C(C)C)(C(C)C)C(C)C (4aR,10aR)-1-propyl-7-((triisopropylsilyl)oxy)-1,2,3,4,4a,5,10,10a-octahydrobenzo[g]quinolin